N1[C@H](CC1)COC=1C=NN(C1C1=CC=2N(C=C1)N=C(C2)NC=2N=NC(=C(C2)C)OC)C (R)-5-(4-(azetidin-2-ylmethoxy)-1-methyl-1H-pyrazol-5-yl)-N-(6-methoxy-5-methylpyridazin-3-yl)pyrazolo[1,5-a]pyridin-2-amine